The molecule is an extended flavonoid resulting from the formal fusion of a benzene ring with the h side of flavone. A synthetic compound, it is an inhibitor of aromatase (EC 1.14.14.14). It has a role as an EC 1.14.14.14 (aromatase) inhibitor, an aryl hydrocarbon receptor antagonist and an aryl hydrocarbon receptor agonist. It is an organic heterotricyclic compound, an extended flavonoid and a naphtho-gamma-pyrone. C1=CC=C(C=C1)C2=CC(=O)C3=C(O2)C4=CC=CC=C4C=C3